1-(9-ethyl-6-morpholino-2-(2-phenylpyrimidin-4-yl)-9H-purin-8-yl)ethane-1,2-diol C(C)N1C2=NC(=NC(=C2N=C1C(CO)O)N1CCOCC1)C1=NC(=NC=C1)C1=CC=CC=C1